S1C(SCCC1)C1=CNC2=CC=C(C=C12)Br 3-(1,3-dithian-2-yl)-5-bromo-1H-indole